(2R,5S)-tert-Butyl 2,5-Dimethyl-4-(6-nitropyridin-3-yl)piperazine-1-carboxylate C[C@H]1N(C[C@@H](N(C1)C=1C=NC(=CC1)[N+](=O)[O-])C)C(=O)OC(C)(C)C